O=C1N(CC2=CC(=CC=C12)N1C(N(CC1)C1CC2(COC2)C1)=O)C1C(NC(CC1)=O)=O 3-(1-oxo-5-(2-oxo-3-(2-oxaspiro[3.3]heptan-6-yl)imidazolidin-1-yl)isoindolin-2-yl)piperidine-2,6-dione